ClC1=C(C=C(C=C1)NC(=O)N1CC=2N(C[C@@H]1C)N=CC2N2S(CCC2)(=O)=O)F (6S)-N-(4-chloro-3-fluoro-phenyl)-3-(1,1-dioxo-1,2-thiazolidin-2-yl)-6-methyl-6,7-dihydro-4H-pyrazolo[1,5-a]pyrazine-5-carboxamide